CN(C)C=NC(=O)C=1C(N(C2=NC(=CC=C2C1N(C(OC(C)(C)C)=O)C)C(F)(F)F)C1=CC=CC=C1)=O tert-butyl (3-(((dimethylamino)methylene)carbamoyl)-2-oxo-1-phenyl-7-(trifluoromethyl)-1,2-dihydro-1,8-naphthyridin-4-yl)(methyl)carbamate